3-hydroxy-N,N-dimethyl-benzamide OC=1C=C(C(=O)N(C)C)C=CC1